FC(CNC(=O)[C@]1([C@@H](CC[C@H](C1)C)C(C)C)O)(C1=C(C=CC=C1)OC)F (1S,2S,5R)-N-[2,2-difluoro-2-(2-methoxyphenyl)ethyl]-1-hydroxy-2-isopropyl-5-methyl-cyclohexanecarboxamide